(1S,2S)-2-fluoro-N-[2-(6-methoxy-1H-indazol-5-yl)-1-methylpyrrolo[2,3-c]pyridin-5-yl]cyclopropane-1-carboxamide F[C@@H]1[C@@H](C1)C(=O)NC=1C=C2C(=CN1)N(C(=C2)C=2C=C1C=NNC1=CC2OC)C